N,N-diiso-propylbenzamid C(C)(C)N(C(C1=CC=CC=C1)=O)C(C)C